C(C)(C)(C)N(C(NCC)=O)CCN(C(NCC)=O)C(C)(C)C 5,8-di-tert-butyl-4,9-dioxo-3,5,8,10-tetraazadodecane